(20R)-23-amino-10,17-difluoro-5,20-dimethyl-21-oxa-4,5,12,24-tetraazapentacyclo[20.3.1.02,6.08,13.014,19]hexacosa-1(25),2(6),3,8(13),9,11,14,16,18,22(26),23-undecaene-3-carbonitrile NC=1C=2O[C@@H](C3=CC(=CC=C3C=3N=CC(=CC3CC=3N(N=C(C3C(=CN1)C2)C#N)C)F)F)C